ClC1=CC(=C(COC=2C=C(C=CC2F)C2CCN(CC2)CC2=NC3=C(N2C)C(=C(C=C3OC)C(=O)O)F)C=C1)F 2-((4-(3-((4-Chloro-2-fluorobenzyl)oxy)-4-fluorophenyl)piperidin-1-yl)methyl)-7-fluoro-4-methoxy-1-methyl-1H-benzo[d]imidazole-6-carboxylic acid